ethyl (2,2,2-trifluoroacetyl)glycinate FC(C(=O)NCC(=O)OCC)(F)F